ClC=1C=C2C(=C(C=NC2=CC1)C(=O)N1CCC(CC1)S(=O)(=O)C)C1=CC=C(C=C1)C1(CC1)C#N 1-(4-(6-Chloro-3-(4-(methylsulfonyl)piperidine-1-carbonyl)quinolin-4-yl)phenyl)cyclopropanecarbonitrile